9-borabicyclo[3.3.1]nonane lithium triacetoxyborohydride C(C)(=O)O[BH-](OC(C)=O)OC(C)=O.[Li+].C12CCCC(CCC1)B2